3-(4-(5,8-dioxaspiro[3.4]oct-2-yl)phenyl)piperidine-2,6-dione C1C(CC12OCCO2)C2=CC=C(C=C2)C2C(NC(CC2)=O)=O